N-(4-((1-acetylpiperidin-4-yl)oxy)-3-cyanophenyl)-N-(4-fluorobenzyl)propanesulfonamide C(C)(=O)N1CCC(CC1)OC1=C(C=C(C=C1)N(S(=O)(=O)CCC)CC1=CC=C(C=C1)F)C#N